NC1=NC2=CC=C(C=C2C=C1C)C(=O)N(CC1=NC=C(C=C1)C(F)(F)F)[C@@H]1C[C@@H](CCC1)O 2-amino-N-((1S,3R)-3-hydroxycyclohexyl)-3-methyl-N-((5-(trifluoromethyl)-2-pyridinyl)methyl)-6-quinolinecarboxamide